N-[3-fluoro-5-(1,1,2,2,3,3,3-heptafluoropropyl)pyridin-2-yl]-2-{[1-(2-hydroxyethyl)-1H-1,2,3,4-tetrazol-5-yl]sulfanyl}-5-nitrobenzamide FC=1C(=NC=C(C1)C(C(C(F)(F)F)(F)F)(F)F)NC(C1=C(C=CC(=C1)[N+](=O)[O-])SC1=NN=NN1CCO)=O